2-(3-methoxy-4-nitrophenyl)acetic acid COC=1C=C(C=CC1[N+](=O)[O-])CC(=O)O